NCC=1C=C2C3(C(N(CC2=CN1)C1=C(C(=CC(=C1F)OC)OC)F)=O)CC3 6'-(aminomethyl)-2'-(2,6-difluoro-3,5-dimethoxyphenyl)-1',2'-dihydro-3'H-spiro[cyclopropane-1,4'-[2,7]naphthyridin]-3'-one